FC=1C=C(C=C2CC(CC12)CN1CCC2(CN(C(O2)=O)C2=NC3=C(OCC(N3)=O)N=C2)CC1)OCC(=O)NC 2-[[7-fluoro-2-[[2-oxo-3-(3-oxo-4H-pyrazino[2,3-b][1,4]oxazin-6-yl)-1-oxa-3,8-diazaspiro[4.5]decan-8-yl]methyl]-2,3-dihydro-1H-inden-5-yl]oxy]-N-methylacetamide